C(C)(C)(C)OC(NC1CCN(CC1)S(=O)(=O)C1=CC(=CC=C1)CC(C=O)C)=O (1-((3-(2-methyl-3-oxopropyl)phenyl)sulfonyl)piperidin-4-yl)-carbamic acid tert-butyl ester